CC=C(C(=O)O)C.C(C=C)(=O)O acrylic acid (methyl methacrylate)